P(=O)(O)(O)OC[C@@H]1[C@H]([C@H]([C@@H](O1)N1C=NC=2C(N)=NC=NC12)O)O monoadenosine phosphate